methyl 2,6-dibromobenzoate BrC1=C(C(=O)OC)C(=CC=C1)Br